C1(=CC=CC=C1)C/1=NOC(\C1=C/C=1SC(=CC1)N1CCCCC1)=O (Z)-3-phenyl-4-((5-(piperidin-1-yl)thiophen-2-yl)methylene)isoxazol-5(4H)-one